3-{4-[(2-amino-4-pyrimidinyl)oxy]-2-(1-propyn-1-yl)phenyl}-1-[5-(trifluoromethyl)-3-pyridinyl]-2,4-imidazolidinedione NC1=NC=CC(=N1)OC1=CC(=C(C=C1)N1C(N(CC1=O)C=1C=NC=C(C1)C(F)(F)F)=O)C#CC